N1=CC=C(C2=NC=CC=C12)C1=CC(=NN1)C=1N=C2C(=NC1N)N(C=C2F)C2CCNCC2 (5-(1,5-naphthyridin-4-yl)-1H-pyrazol-3-yl)-7-fluoro-5-(piperidin-4-yl)-5H-pyrrolo[2,3-b]pyrazin-3-amine